N1,N3-bis(2-oxotetrahydrothiophen-3-yl)isophthalamide O=C1SCCC1NC(C1=CC(C(=O)NC2C(SCC2)=O)=CC=C1)=O